4,7,7-trimethyl-bicyclo[3.1.1]hept-3-ene CC1=CCC2CC1C2(C)C